CN(CCN)CC1=NNC=C1C1CCC(CC1)N1CCOCC1 N1-methyl-N1-((4-(4-morpholinocyclohexyl)-1H-pyrazol-3-yl)methyl)ethane-1,2-diamine